C(C)(=O)OCC1=C(C=CC(=C1)F)C=1C=NC=2N(C1)C=C(N2)COC2=NC=CC=C2 [5-Fluoro-2-[2-(2-pyridyloxymethyl)imidazo[1,2-a]pyrimidin-6-yl]phenyl]methyl acetat